4-(2-(4-fluorophenoxy)pyridin-3-yl)-2-methylisoquinolin-1(2H)-one FC1=CC=C(OC2=NC=CC=C2C2=CN(C(C3=CC=CC=C23)=O)C)C=C1